C(CC#CCCCC=CCC=CCC)O 8,11-tetradecadien-3-yn-1-ol